tert-butyl N-[(6-benzyl-6-azaspiro[2.5]oct-8-yl) methyl]-N-methanesulfonyl-carbamate C(C1=CC=CC=C1)N1CCC2(CC2)C(C1)CN(C(OC(C)(C)C)=O)S(=O)(=O)C